1-(tert-Butyldimethylsilyl)-2-nonen-1-one [Si](C)(C)(C(C)(C)C)C(C=CCCCCCC)=O